3-fluoro-4-(N-((1R,2R)-2-hydroxy-2-(hydroxymethyl)cyclopentyl)sulfamoyl)-1-methyl-1H-pyrrole-2-carboxylic acid ethyl ester C(C)OC(=O)C=1N(C=C(C1F)S(N[C@H]1[C@](CCC1)(CO)O)(=O)=O)C